COCCN1C(C(=CCC1)C1=CC=2C(=NC=CC2C=2SC3=C(N2)C=C(C=C3)N)S1)C (2-(1-(2-methoxyethyl)-2-methyl-1,2,5,6-tetrahydropyridin-3-yl)thieno[2,3-b]pyridin-4-yl)benzo[d]thiazol-5-amine